2-oxo-2-((4-phenethylphenyl)amino)acetic acid O=C(C(=O)O)NC1=CC=C(C=C1)CCC1=CC=CC=C1